(3-chloro-2-fluorophenyl)-7-methylquinazoline-4,8-diamine ClC=1C(=C(C=CC1)C1=NC2=C(C(=CC=C2C(=N1)N)C)N)F